O1C(=C(C(=O)C=2C(O)=C(C(O)=CC12)S(=O)(=O)[O-])S(=O)(=O)[O-])C1=CC(O)=C(O)C=C1 luteolindisulphonate